(S)-2-(2-(methoxymethoxy)phenyl)-8-(piperidin-4-yl)-6,6a,7,8,9,10-hexahydro-5H-pyrazino[1',2':4,5]pyrazino[2,3-c]pyridazine COCOC1=C(C=CC=C1)C=1C=C2C(=NN1)NC[C@@H]1N2CCN(C1)C1CCNCC1